C(C=C)(=O)N1CCC(CC1)N1C(C(=NC2=CC(=C(C=C12)Cl)C1=CC(=CC2=CC=CC=C12)O)OCCN(C)C)=O 1-(1-acryloylpiperidin-4-yl)-7-chloro-3-(2-(dimethylamino)ethoxy)-6-(3-hydroxynaphthalen-1-yl)quinoxalin-2(1H)-one